N1=NC=C2N1C=NC(=C2)N Triazolo[1,5-c]Pyrimidine-5-amine